C(C)(C)(C)OC(=O)N1CCN(CC1)C1=C2C(=NS1)C(=C(C(=C2)Cl)C2=NC(=CC1=CC=CC=C21)NC(=O)OC(C)(C)C)F 4-(6-(3-((tert-butoxycarbonyl)amino)isoquinolin-1-yl)-5-chloro-7-fluorobenzo[c]isothiazol-3-yl)piperazine-1-carboxylic acid tert-butyl ester